C([O-])([O-])=O.C(C1=CC=CC=C1)OC(=O)N1CCC2(C[C@H]2C(C=[NH+]C)=COC)CC1.C(C1=CC=CC=C1)OC(=O)N1CCC2(C[C@H]2C(C=[NH+]C)=COC)CC1 (R)-N-(2-(6-((benzyloxy)carbonyl)-6-azaspiro[2.5]oct-1-yl)-3-methoxyallylidene)-N-methyl-ammonium carbonate